5,15-bis-(3,5-di-tert-butylphenyl)-20-phenylporphyrin C(C)(C)(C)C=1C=C(C=C(C1)C(C)(C)C)C=1C2=CC=C(N2)C(=C2C=CC(C(=C3C=CC(=CC=4C=CC1N4)N3)C3=CC(=CC(=C3)C(C)(C)C)C(C)(C)C)=N2)C2=CC=CC=C2